N(=C=O)CCC1CC2CC(C1C2)(CCCN=C=O)CN=C=O 6-(2-isocyanatoethyl)-2-isocyanatomethyl-2-(3-isocyanatopropyl)-bicyclo(2.2.1)-heptane